2-(2',3',4',6'-Tetra-O-benzoyl-β-D-glucopyranosyl)-4-(quinolin-2-yl)-1,3,4-oxadiazole C(C1=CC=CC=C1)(=O)O[C@H]1[C@@H](O[C@@H]([C@H]([C@@H]1OC(C1=CC=CC=C1)=O)OC(C1=CC=CC=C1)=O)COC(C1=CC=CC=C1)=O)C=1OCN(N1)C1=NC2=CC=CC=C2C=C1